C(C1=CC=CC=C1)NCC1=NC(=NC(=C1NC(OC(C)(C)C)=O)N(CC1=CC=C(C=C1)OC)CC1=CC=C(C=C1)OC)OCCCC Tert-butyl (4-((benzylamino)methyl)-6-(bis(4-methoxybenzyl)amino)-2-butoxypyrimidin-5-yl)carbamate